(R)-3-(3-fluoro-4-methylphenyl)-N-(5-(2-hydroxypropan-2-yl)-2-methoxyphenyl)-3-(1,2,4-thiadiazol-5-yl)pyrrolidine-1-carboxamide FC=1C=C(C=CC1C)[C@]1(CN(CC1)C(=O)NC1=C(C=CC(=C1)C(C)(C)O)OC)C1=NC=NS1